BrC1=C(C=CC(=C1)NC1=NN(C=C1C(N)=O)[C@@H]1COCC[C@H]1C#N)CC(=O)OC methyl 2-[2-bromo-4-[[4-carbamoyl-1-(trans-4-cyanotetrahydro-2H-pyran-3-yl)pyrazol-3-yl]amino]phenyl]acetate